CC1=C(C=CC=C1C)N1CCN(CC1)C(CN1N=C(C2=C1CCC2)C(=O)N2C1CC(C(C2)CC1)O)=O 1-[4-(2,3-dimethylphenyl)piperazin-1-yl]-2-[3-(5-hydroxy-2-azabicyclo[2.2.2]octane-2-carbonyl)-5,6-dihydrocyclopenta[c]pyrazol-1(4H)-yl]ethan-1-one